C1(=CC=CC=C1)C(=NC1=CC(=CC=2OCOC21)OC2=CC(=CC=C2)C(F)(F)F)C2=CC=CC=C2 1,1-Diphenyl-N-(6-(3-(trifluoromethyl)phenoxy)benzo[d]-[1,3]dioxol-4-yl)methanimine